OCC(CC(=C)C=1C=CC(=C(C(=O)OC)C1)OC)CC=C methyl 5-(4-(hydroxymethyl) hept-1,6-dien-2-yl)-2-methoxybenzoate